NCCC(O)C=1C=C(OCCCC(=O)N(C)C)C=CC1 4-(3-(3-amino-1-hydroxypropyl)phenoxy)-N,N-dimethylbutanamide